3-hydroxy-4-(4-(((cis)-3-hydroxy-3-methylcyclobutyl)amino)phthalazin-1-yl)benzonitrile OC=1C=C(C#N)C=CC1C1=NN=C(C2=CC=CC=C12)NC1CC(C1)(C)O